4-(3-fluorophenoxy)piperidine hydrogen chloride salt Cl.FC=1C=C(OC2CCNCC2)C=CC1